Cl.NC/C(/CN1N=CN(C1=O)CC1=CC=C(S1)C=1C=NC(=NC1)C#N)=C\F 5-[5-({1-[(2E)-2-(aminomethyl)-3-fluoroprop-2-en-1-yl]-5-oxo-1,5-dihydro-4H-1,2,4-triazol-4-yl}methyl)thiophen-2-yl]pyrimidine-2-carbonitrile hydrochloride